C(C)(=O)N(N(C(=O)C1=CC=2C3=C(C(=NC2C=C1)N)C=NN3C)CC=3C=NC(=CC3)C3CC3)C N'-acetyl-4-amino-N-((6-cyclopropylpyridin-3-yl)methyl)-N',1-dimethyl-1H-pyrazolo[4,3-c]quinoline-8-carbohydrazide